FC=1C=C2C=CN(C2=CC1C)CC(C)N(C)C 1-(5-fluoro-6-methyl-1H-indol-1-yl)-N,N-dimethylpropan-2-amine